ClC1=CC=C(C=2N1C=C(N2)C)C2=CC(=NC=C2)C(F)F 5-chloro-8-[2-(difluoromethyl)-4-pyridyl]-2-methyl-imidazo[1,2-a]pyridine